ClC1=CC=C(C(=N1)C1=NOC(N1)=O)N[C@H](C)C=1C=C(C=C2C(C(=C(OC12)C1=NC=C(C=C1)F)C)=O)C 3-[6-Chloro-3-[[(1R)-1-[2-(5-fluoro-2-pyridyl)-3,6-dimethyl-4-oxo-chromen-8-yl]ethyl]amino]-2-pyridyl]-4H-1,2,4-oxadiazol-5-one